(S)-2-((((9H-fluoren-9-yl)methoxy)carbonyl)amino)-4,4-difluorobutanoic acid C1=CC=CC=2C3=CC=CC=C3C(C12)COC(=O)N[C@H](C(=O)O)CC(F)F